ClC=1C=C2CCC[C@]3(C2=CC1)CN(C1=C(OC3)C=CC(=C1)C(=O)OC)C[C@H]1[C@@H](CC1)[C@H]1OCCC(C1)=O (S)-METHYL 6'-CHLORO-5-(((1R,2R)-2-((S)-4-OXOTETRAHYDRO-2H-PYRAN-2-YL)CYCLOBUTYL)METHYL)-3',4,4',5-TETRAHYDRO-2H,2'H-SPIRO[BENZO[B][1,4]OXAZEPINE-3,1'-NAPHTHALENE]-7-CARBOXYLATE